FC1=C(C=CC(=C1)C(F)(F)F)C=1N=NN(C1)C 4-[2-fluoro-4-(trifluoromethyl)phenyl]-1-methyl-triazole